(2-bromo-3-chloro-5-{[2,6-dimethyl-4-(2-phenylethoxy)benzoyl]amino}phenyl)acetic acid BrC1=C(C=C(C=C1Cl)NC(C1=C(C=C(C=C1C)OCCC1=CC=CC=C1)C)=O)CC(=O)O